CC1CCC(CC1)C(C)(C)SCCC(=O)OC methyl 3-((2-(4-methylcyclohexyl)propan-2-yl)thio)propanoate